6-(4-Methoxypiperidin-1-yl)quinoline-4-carboxylic acid tert-butyl ester C(C)(C)(C)OC(=O)C1=CC=NC2=CC=C(C=C12)N1CCC(CC1)OC